5-(2-(tert-butylamino)-2-oxoacetyl)-N-(3-cyano-4-fluorophenyl)-1,2,4-trimethyl-1H-pyrrole-3-carboxamide C(C)(C)(C)NC(C(=O)C1=C(C(=C(N1C)C)C(=O)NC1=CC(=C(C=C1)F)C#N)C)=O